C1CCN2CCCC12COC=1N=CC2=C(N1)C=CN=C2 (hexahydro-1H-pyrrolizin-7a-ylmethoxy)pyrido[4,3-d]pyrimidine